ClC1=C2C(=NC(=N1)C)N(N=C2)C2=C(C=C(C=C2)F)F 4-chloro-1-(2,4-difluorophenyl)-6-methyl-1H-pyrazolo[3,4-d]pyrimidine